[K+].P([O-])(O)(O)=O PHOSPHORIC ACID, MONOPOTASSIUM SALT